N1C(NC2(C3=CC=CC=C13)CCCCC2)=O spiro[cyclohexane-1,4'-quinazolin]-2'(3'H)-one